COC1=C(C=C2C(=NC=NC2=C1)NC1=C(C=CC(=C1)C=1SC=C(C1)C)OC)OC1CCN(CC1)C(C=C)=O 1-(4-((7-methoxy-4-((2-methoxy-5-(4-methylthiophen-2-yl)phenyl)amino)quinazolin-6-yl)oxy)piperidin-1-yl)prop-2-en-1-one